tert-butyl (S)-(1-(3-methyl-5-(5-(1-methylpiperidin-4-yl)pyridin-2-yl)thiophene-2-carbonyl)pyrrolidin-3-yl)carbamate CC1=C(SC(=C1)C1=NC=C(C=C1)C1CCN(CC1)C)C(=O)N1C[C@H](CC1)NC(OC(C)(C)C)=O